4-((2R,3R,4R,5R)-3-(2-(difluoromethoxy)-3,4-difluorophenyl)-4,5-dimethyl-5-(trifluoromethyl)tetrahydrofuran-2-carboxamido)-N-methylpicolinamide FC(OC1=C(C=CC(=C1F)F)[C@@H]1[C@@H](O[C@]([C@@H]1C)(C(F)(F)F)C)C(=O)NC1=CC(=NC=C1)C(=O)NC)F